3-((fluoromethyl)selanyl)-1H-indole FC[Se]C1=CNC2=CC=CC=C12